NC1=C(C=NN1C1=NC(=C(C=C1)F)NC(=O)OC(C)(C)C)C(=O)OCC ethyl 5-amino-1-(6-((tert-butoxycarbonyl) amino)-5-fluoropyridin-2-yl)-1H-pyrazole-4-carboxylate